NC1=NC=NN2C1=C(C=C2C=2C=C(C(=NC2)OC)C(=O)N[C@@H]2CN(C[C@@H]2F)C(C)C=2N=C(SC2Br)Br)C(F)(F)F 5-[4-amino-5-(trifluoromethyl)-pyrrolo[2,1-f][1,2,4]triazin-7-yl]-N-[(3R,4S)-1-[1-(2,5-dibromo-1,3-thiazol-4-yl)-ethyl]-4-fluoropyrrolidin-3-yl]-2-methoxypyridine-3-carboxamide